C(#N)C=1C(=C(C=C(C1)OC1=CC=C(C=C1)OC)C(CCC(=O)O)=O)O 4-[3-Cyano-2-hydroxy-5-(4-methoxy-phenoxy)-phenyl]-4-oxo-butyric acid